3-(5-(((1S,2S)-2-(bis((3-methyloxetan-3-yl)methyl)amino)cyclopentyl)oxy)-1-oxoisoindolin-2-yl)piperidine-2,6-dione CC1(COC1)CN([C@@H]1[C@H](CCC1)OC=1C=C2CN(C(C2=CC1)=O)C1C(NC(CC1)=O)=O)CC1(COC1)C